(S)-5'-((dimethyl-amino)methyl)-2'-(1-(4-ethoxy-5-fluoropyridine-2-yl)ethyl)-7'-((2-(methylamino)-1H-imidazol-1-yl)methyl)-2',3'-dihydro-1'H-spiro[cyclobutan-1,4'-isoquinoline]-1'-one CN(C)CC1=C2C3(CN(C(C2=CC(=C1)CN1C(=NC=C1)NC)=O)[C@@H](C)C1=NC=C(C(=C1)OCC)F)CCC3